ClC1=CC=2C3(C4=CC=C(C=C4OC2C=C1)N(CC)CC)OC(C1=CC=CC=C13)=O 2'-chloro-6'-(diethylamino)spiro[isobenzofuran-1(3H),9'-[9H]xanthene]-3-one